COC=1C=C(C=2C(C=C(OC2C1)C1=CC(O)=C(O)C=C1)=O)O 7-O-methylluteolin